(5-bromo-4-(2,3-difluorophenyl)thiophen-2-yl)ethan-1-ol BrC1=C(C=C(S1)C(C)O)C1=C(C(=CC=C1)F)F